[Br-].C(C)OC(=O)C(CCCCCCCCCC[P+](C1=CC=CC=C1)(C1=CC=CC=C1)C1=CC=CC=C1)C(C)=O (11-(ethoxycarbonyl)-12-oxotridecyl)triphenyl-phosphonium bromide